COC(C(C)(OC)OC)(C)OC Tetra-methoxybutan